(3R)-1-(6-(3-(4-(6-(3-azabicyclo[3.1.0]hexan-3-yl)pyrazin-2-yl)-1H-1,2,3-triazol-1-yl)oxetan-3-yl)pyridin-3-yl)-N-(cyclopropylmethyl)piperidin-3-amine C12CN(CC2C1)C1=CN=CC(=N1)C=1N=NN(C1)C1(COC1)C1=CC=C(C=N1)N1C[C@@H](CCC1)NCC1CC1